3-((2,6-Dioxopiperidin-3-yl)amino)benzoic acid O=C1NC(CCC1NC=1C=C(C(=O)O)C=CC1)=O